O1C[C@H](CC1)OC=1C=C(C(=O)N)C=CC1 3-[(3S)-tetrahydrofuran-3-yl]Oxy-benzamide